hexadecylammonium sulfate S(=O)(=O)([O-])[O-].C(CCCCCCCCCCCCCCC)[NH3+].C(CCCCCCCCCCCCCCC)[NH3+]